2-ethylhexyl 3-(1-benzylpyrazol-4-yl)sulfonylpropanoate C(C1=CC=CC=C1)N1N=CC(=C1)S(=O)(=O)CCC(=O)OCC(CCCC)CC